Isodecyl Laurate (3,7-dimethyloctan-1-yl laurate) CC(CCC(C(=O)O)CCCCCCCCCC)CCCC(C)C.C(CCCCCCCCCCC)(=O)OCCCCCCCC(C)C